1-(5-((6-Chloro-5-(1-methyl-1H-indol-5-yl)-1H-benzo[d]imidazol-2-yl)oxy)-2-methylphenyl)-1,4-dihydro-5H-tetrazol-5-on ClC=1C(=CC2=C(NC(=N2)OC=2C=CC(=C(C2)N2N=NNC2=O)C)C1)C=1C=C2C=CN(C2=CC1)C